1-(2-bromoethyl)-1,4-diazabicyclo[2.2.2]octan-1-ium BrCC[N+]12CCN(CC1)CC2